C(C)(C)(C)O[C@H]1[C@@H](C[C@H]2N(CCC3=CC(=C(C=C23)OC)OC[C@@H]2C([C@H]2C)(F)F)C1)O (2R,3R,11bR)-3-(tert-butoxy)-9-(((1R,3S)-2,2-difluoro-3-methylcyclopropyl)methoxy)-10-methoxy-1,3,4,6,7,11b-hexahydro-2H-pyrido[2,1-a]isoquinolin-2-ol